1-phenyl-3-(4-methoxystyryl)-5-(4-methoxyphenyl)-pyrazoline C1(=CC=CC=C1)N1NC(=CC1C1=CC=C(C=C1)OC)C=CC1=CC=C(C=C1)OC